(8S,11S)-13,18-dimethyl-7,10,13,17,19,23,26-heptazapentacyclo[15.6.1.12,6.18,11.020,24]hexacosa-1(23),2,4,6(26),18,20(24),21-heptaen-12-one CN1C([C@H]2NC[C@@H](NC=3C=CC=C(C4=NC=CC=5N=C(N(CCC1)C45)C)N3)C2)=O